N-(4-acetylphenyl)-N-(2-(cyclohex-1-en-1-yl)ethyl)-4-(trifluoromethyl)benzenesulfonamide C(C)(=O)C1=CC=C(C=C1)N(S(=O)(=O)C1=CC=C(C=C1)C(F)(F)F)CCC1=CCCCC1